6-[(2R)-4-(2-chloro-4-methylbenzoyl)-2-ethylpiperazin-1-yl]-3-(2-ethoxypyridin-3-yl)-2-fluoro-N-[2-(methylamino)ethyl]benzamide ClC1=C(C(=O)N2C[C@H](N(CC2)C2=CC=C(C(=C2C(=O)NCCNC)F)C=2C(=NC=CC2)OCC)CC)C=CC(=C1)C